CC1(CCC(CC1)N1C2=NC(=NC=C2N=C1NC1=C(C=C(C=C1Cl)Cl)Cl)NC1CCOCC1)C(=O)N (1s,4s)-1-methyl-4-(2-(tetrahydro-2H-pyran-4-ylamino)-8-(2,4,6-trichlorophenylamino)-9H-purin-9-yl)cyclohexanecarboxamide